4-[(7-cyano-2-formyl-2,3-dihydro-1H-inden-5-yl)oxymethyl]pyrazole-1-carboxylic acid tert-butyl ester C(C)(C)(C)OC(=O)N1N=CC(=C1)COC=1C=C2CC(CC2=C(C1)C#N)C=O